(1R,2R)-N-(6-((S)-1-cyanospiro[2.2]pentan-1-yl)isoquinolin-3-yl)-2-(1-methyl-5-(trifluoromethyl)-1H-pyrazol-4-yl)cyclopropane-1-carboxamide C(#N)[C@]1(CC12CC2)C=2C=C1C=C(N=CC1=CC2)NC(=O)[C@H]2[C@@H](C2)C=2C=NN(C2C(F)(F)F)C